tert-butyl N-(6-cyclopropyl-3-ethylsulfonyl-2-pyridyl)carbamate C1(CC1)C1=CC=C(C(=N1)NC(OC(C)(C)C)=O)S(=O)(=O)CC